O1C(CCC1)CC(C(=O)O)=C.C(C(=C)C)(=O)OCC1OCCC1 tetrahydrofuran-2-ylmethyl methacrylate (tetrahydrofuranmethacrylate)